COC1=CC=C(C=C1)C(=C(C1=CC=CC=C1)C1=CC=C(C=C1)Br)C1=CC=C(C=C1)OC 1,1-bis(4-methoxyphenyl)-2-p-bromophenyl-2-phenylethene